CC1(N2C(C3C([C@H]2CO1)C31CC1)=O)C (1S)-7,7-dimethyl-spiro[8-oxa-6-azatricyclo[4.3.0.02,4]nonane-3,1'-cyclopropan]-5-one